IC1=CN(C2=C1C(=NC=C2)C(F)(F)F)S(=O)(=O)C2=CC=C(C=C2)C 3-iodo-1-(4-methylbenzenesulfonyl)-4-(trifluoromethyl)-1H-pyrrolo[3,2-c]pyridine